lithium (Z)-4-tert-butoxy-1-(furan-2-yl)-3,4-dioxobut-1-en C(C)(C)(C)OC(C(\C=C/C=1OC=CC1)=O)=O.[Li]